4-(4-(azetidine-3-sulfonyl)-3,4-dihydro-2H-pyrido[4,3-b][1,4]oxazin-8-yl)benzonitrile N1CC(C1)S(=O)(=O)N1C2=C(OCC1)C(=CN=C2)C2=CC=C(C#N)C=C2